C(C)(C)(C)OC(=O)N1CCC(=CC1)C1=C(C=C(C=C1)NC=1C(=NC(=CC1)OCC1=CC=CC=C1)OCC1=CC=CC=C1)C(F)F 4-[4-[(2,6-dibenzyloxy-3-pyridinyl)amino]-2-(difluoromethyl)phenyl]-3,6-dihydro-2H-pyridine-1-carboxylic acid tert-butyl ester